spiro[chroman-2,4'-piperidin]-4-ol N1CCC2(CC1)OC1=CC=CC=C1C(C2)O